tri(4-pyridyl)amine N1=CC=C(C=C1)N(C1=CC=NC=C1)C1=CC=NC=C1